[2-(trimethylsilyl)ethoxy]methyl-1,3-benzodiazol-5-amine C[Si](CCOCC=1N=C2C(N1)=CC=C(C2)N)(C)C